C(#N)C1=C(C(=NC2=C(C=C(C=C12)C)C(C)=CC(C)(S(=O)N)C)N1CCOCC1)C [1-(4-cyano-3,6-dimethyl-2-morpholino-8-quinolyl)ethylidene]-2-methyl-propane-2-sulfinamide